tert-butyl (8S,11S)-13,18-dimethyl-12-oxo-7,10,13,19,21,26-hexazapentacyclo[15.6.1.12,6.18,11.020,24]hexacosa-1(24),2(26),3,5,17,20,22-heptaene-10-carboxylate CN1C([C@H]2N(C[C@@H](NC3=CC=CC(C=4C=CN=C5NC(=C(CCC1)C45)C)=N3)C2)C(=O)OC(C)(C)C)=O